1-(Tert-butyl)-5-fluoro-N-(6-fluoro-5-methyl-4-(8-morpholinoimidazo[1,2-a]pyridin-6-yl)pyridin-2-yl)-1H-pyrazole-4-carboxamide C(C)(C)(C)N1N=CC(=C1F)C(=O)NC1=NC(=C(C(=C1)C=1C=C(C=2N(C1)C=CN2)N2CCOCC2)C)F